2-(5,6-bis(benzyloxy)pyrimidin-4-yl)-3-(4-(cyclopropylbuta-1,3-diyn-1-yl)-3-fluorophenyl)-N-(2,2-difluoroethyl)propanamide C(C1=CC=CC=C1)OC=1C(=NC=NC1OCC1=CC=CC=C1)C(C(=O)NCC(F)F)CC1=CC(=C(C=C1)C#CC#CC1CC1)F